S(=O)(=O)(O)O.OCCN(C1=CC=C(C=C1)N)CCO N,N-Bis-(2-hydroxyethyl)-p-phenylendiamin Sulfat